(4-(1H-imidazol-4-yl)phenyl)-2-(1H-benzo[d][1,2,3]triazol-1-yl)-N-(3,5-dimethoxybenzyl)acetamide hydrochloride Cl.N1C=NC(=C1)C1=CC=C(C=C1)C(C(=O)NCC1=CC(=CC(=C1)OC)OC)N1N=NC2=C1C=CC=C2